C(CCC\C=C\CCCC)CC(=O)O.C(C)(=O)OCCCC\C=C\CCCC (E)-5-decen-1-yl acetate ((E)-5-decen-1-yl acetate)